α-methyl-styrene oxide CC1(CO1)C1=CC=CC=C1